tert-butyl 5-methoxy-4-((2-(4-(methoxycarbonyl)phenyl)-4-(oxetan-3-yloxy)piperidin-1-yl)methyl)-7-methyl-1H-indole-1-carboxylate COC=1C(=C2C=CN(C2=C(C1)C)C(=O)OC(C)(C)C)CN1C(CC(CC1)OC1COC1)C1=CC=C(C=C1)C(=O)OC